pyrimidin-1-ium trifluoroacetate FC(C(=O)[O-])(F)F.[NH+]1=CN=CC=C1